BrC=1N=C(C=2N(C1C)C=CN2)Br 6,8-dibromo-5-methyl-imidazo[1,2-a]pyrazine